OP(O)OP(O)O.C(C)(C)(C)C1=C(C(=CC(=C1)C)C(C)(C)C)C(O)(C(CO)(CO)CO)C1=C(C=C(C=C1C(C)(C)C)C)C(C)(C)C di(2,6-di-tert-butyl-4-methylphenyl)pentaerythritol diphosphite